CC1=C(SC=C1)C1=CC=C(C=C1)N(C1=CC=C(C=C1)C=1SC=CC1C)C1=CC=C(C=C1)C=1SC=CC1C tris(4-(3-methylthiophene-2-yl)phenyl)amine